p-tolyl-ethylene oxide C1(=CC=C(C=C1)C1CO1)C